N1(CCCC1)CC1(COCCC1)CNC(=O)C1=CC2=C(S1)CCCCCC2 N-{[3-(Pyrrolidin-1-ylmethyl)oxan-3-yl]methyl}-4H,5H,6H,7H,8H,9H-cycloocta[b]thiophene-2-carboxamide